3,5-dimethoxybenzene COC=1C=CC=C(C1)OC